C(C)(C)(C)OC(=O)NCCOC1=C(C(=O)O)C=C(C(=C1)[N+](=O)[O-])C 2-(2-((T-Butoxycarbonyl)amino)ethoxy)-5-methyl-4-nitrobenzoic acid